OC1(OC2=CC=CC(=C2C(C1)=O)C)C1=CC=CC=C1 hydroxy-5-methyl-flavanone